ethyl 3-[3-bromo-1-[(4-chlorophenyl)methyl]-5-oxo-4,5-dihydro-1H-1,2,4-triazol-4-yl]propanoate BrC1=NN(C(N1CCC(=O)OCC)=O)CC1=CC=C(C=C1)Cl